CCCCCCCCCCCCCCCCCCCCCCCCCCCCCCCCCCCCCCCCCCCCCCCCCC pentacontane